NCC1=CC=C(S1)S(=O)(=O)CC1N(CC(C1)C1=C(C=CC=C1)F)S(=O)(=O)N1CCS(CC1)(=O)=O 4-((2-(((5-(Aminomethyl)thiophen-2-yl)sulfonyl)methyl)-4-(2-fluorophenyl)pyrrolidin-1-yl)sulfonyl)thiomorpholine 1,1-dioxide